COC(=O)C=1N=C(C2=C(N1)CN(CC2)C2=CC=CC1=CC=CC(=C21)C)N2CC(N(CC2)C(=O)OCC2=CC=CC=C2)CC#N 4-(4-((benzyloxy)carbonyl)-3-(cyanomethyl)piperazin-1-yl)-7-(8-methylnaphthalen-1-yl)-5,6,7,8-tetrahydropyrido[3,4-d]pyrimidine-2-carboxylic acid methyl ester